2-methyl-5-heptanone CC(C)CCC(CC)=O